C(#N)C1=CC=C(C=C1)C(CN[C@H](C(=O)NC1=NC=C(C=C1)N1CC(N(CC1)CC)=O)C1=CC=CC=C1)C (S)-2-((2-(4-cyanophenyl)propyl)amino)-N-(5-(4-Ethyl-3-oxopiperazin-1-yl)pyridin-2-yl)-2-phenylacetamide